thieno[3,4-e][1,4]dioxin-5-carbaldehyde O1C=COC=2C1=CSC2C=O